NC=1SC=2C(=NC=C(N2)C2=CC(N(C=C2)C2CC2)=O)N1 4-(2-aminothiazolo[4,5-b]pyrazin-6-yl)-1-cyclopropyl-pyridin-2(1H)-one